6-chloro-1-(methoxymethyl)-1-methyl-3H-furo[3,4-c]pyridine ClC1=CC2=C(C=N1)COC2(C)COC